C1CCC2=C(C=3CCCC3C=C12)NC(=O)N=S(=O)(C=1C=NN2C1OC[C@H](C2)OC)NC(C)=O N-((6S)-N-((1,2,3,5,6,7-hexahydro-s-indacen-4-yl)carbamoyl)-6-methoxy-6,7-dihydro-5H-pyrazolo[5,1-b][1,3]oxazine-3-sulfonimidoyl)acetamide